1-cyclopropyl-N-[2-(2-fluoro-3-hydroxy-3-methylbutyl)-6-methoxypyrazolo[1,5-a]pyridin-5-yl]-2-oxo-pyridine-3-carboxamide C1(CC1)N1C(C(=CC=C1)C(=O)NC1=CC=2N(C=C1OC)N=C(C2)CC(C(C)(C)O)F)=O